S(=O)(=O)([O-])OOS(=O)(=O)[O-].C(CCCCCCC)N1C=[N+](C=C1)C.C(CCCCCCC)N1C=[N+](C=C1)C 1-octyl-3-methylimidazolium persulfate